(E)-3-(6-amino-pyridin-3-yl)-N-((4-(5-(4,4-difluoro-piperidine-1-carbonyl)pyridin-2-yl)-6-(trifluoro-methyl)benzofuran-2-yl)methyl)acrylamide NC1=CC=C(C=N1)/C=C/C(=O)NCC=1OC2=C(C1)C(=CC(=C2)C(F)(F)F)C2=NC=C(C=C2)C(=O)N2CCC(CC2)(F)F